C(#C)C1=CC=C(COC2=CC=CC(=N2)C2CCN(CC2)CC2=NC3=C(N2CCOC)C=C(C=C3)C(=O)O)C=C1 2-((4-(6-((4-ethynylbenzyl)oxy)pyridin-2-yl)piperidin-1-yl)methyl)-1-(2-methoxyethyl)-1H-benzo[d]imidazole-6-carboxylic acid